4-amino-1-((2R,3S,4S,5R)-3,4-dihydroxy-5-(hydroxymethyl)-5-vinyltetrahydrofuran-2-yl)-5-fluoropyrimidin NC1=NCN(C=C1F)[C@@H]1O[C@]([C@H]([C@@H]1O)O)(C=C)CO